Cyclohexyl-[4-(2-tetrahydropyran-4-yl-5H-pyrrolo[2,3-b]pyrazin-7-yl)-1-piperidyl]methanone C1(CCCCC1)C(=O)N1CCC(CC1)C1=CNC2=NC=C(N=C21)C2CCOCC2